FC=1C=NC(=NC1)C(C)NC(=O)C1=C(OC=2N=CN=C(C21)NC2(CC2)C)C N-[1-(5-fluoropyrimidin-2-yl)ethyl]-6-methyl-4-[(1-methylcyclopropyl)amino]furo[2,3-d]pyrimidine-5-carboxamide